CC1=CC=C(C=C1)S(=O)(=O)NCCCCC(C(=O)O)NC(=O)OC(C)(C)C 4-[4-(phenylazo)phenylazo]-o-cresol